8-chloro-5-methoxy-1-(1'H,3H-spiro[2-benzofuran-1,4'-piperidine]-1'-yl)-5,6-dihydro-4H-[1,2,4]triazolo[4,3-a][1]benzazepine ClC=1C=CC2=C(CC(CC=3N2C(=NN3)N3CCC2(CC3)OCC3=C2C=CC=C3)OC)C1